C(C)(C)(C)OC(=O)N1CC2(CC1)COC1=C2C=CC(=C1C=O)C(=O)O 1'-(Tert-Butoxycarbonyl)-7-Formyl-2H-Spiro[Benzofuran-3,3'-Pyrrolidine]-6-Carboxylic Acid